CC1=NC=CC(=C1)N1CCN(CC1)CC=1C=C2CN(C(C2=CC1)=O)N1C(NC(CC1)=O)=O 1-(5-((4-(2-methylpyridin-4-yl)piperazin-1-yl)methyl)-1-oxoisoindolin-2-yl)dihydropyrimidine-2,4(1H,3H)-dione